Cl.Cl.C(#C)C=1C=C(C=CC1)NC1=NC=NC2=CC(=C(C=C12)OCCCN1CCOCC1)OC N-(3-ethynylphenyl)-7-methoxy-6-(3-morpholinopropoxy)quinazolin-4-amine dihydrochloride